C[Si]1(OCC(CO1)C)CCCS 2,5-dimethyl-[1,3,2]dioxasilinan-2-ylpropyl mercaptan